1-Heptyl-2-propylpyrrolidinium cyanid [C-]#N.C(CCCCCC)[NH+]1C(CCC1)CCC